NC1=NC2=C(C=3N1N=C(N3)C3=NC=CC=C3)C(=C(N2CCN2CCN(CCC2)C=2C(=CC3=C(C(=NO3)C)C2)F)C(=O)OC)C methyl 5-amino-7-(2-(4-(6-fluoro-3-methylbenzo[d]isoxazol-5-yl)-1,4-diazepan-1-yl)ethyl)-9-methyl-2-(pyridin-2-yl)-7H-pyrrolo[3,2-e][1,2,4]triazolo[1,5-c]pyrimidine-8-carboxylate